(1R,2R)- and (1S,2S)-p-methyl-sulfonyl-phenylserinol CS(=O)(=O)C1=CC=C(C=C1)NC(CO)CO